O1C(C1)CNC1=CC=CC2=CC=C(C=C12)C1=NC=CC=C1 N-[(oxiran-2-yl)methyl]-7-(pyridin-2-yl)naphthalen-1-amine